C(C)C1CCC(CC1)O 4-Ethyl-cyclohexanol